9-oxa-2,6-diazaspiro[4.5]decan-7-one C1NCCC12NC(COC2)=O